C1(CCCCC1)NC(C=C)=O N-cyclohexyl-acrylamide